FC=1C=C(C=CC1)[C@@H]1N(CCC1)C=1C=CC=2N(N1)C(=CN2)C2=CC=CC(=N2)N2CCN(CC2)CCCOC2=CC=CC=1N(C=NC12)C1C(NC(CC1)=O)=O 3-(4-(3-(4-(6-(6-((R)-2-(3-fluorophenyl)pyrrolidin-1-yl)imidazo[1,2-b]pyridazin-3-yl)pyridin-2-yl)piperazin-1-yl)propoxy)-1H-benzo[d]imidazol-1-yl)piperidine-2,6-dione